6-amino-2-hydroxy-5-(3-methoxy-2,6-dimethyl-phenyl)pyrrolo[2,3-b]pyrazine-7-carboxamide NC1=C(C=2C(=NC=C(N2)O)N1C1=C(C(=CC=C1C)OC)C)C(=O)N